N(C(=O)N)CCC[Si](OC)(OC)OC γ-ureidopropyltrimethoxy-silane